FC(C1=NC=CC(=C1)C1=NC(=C(C=C1)OCC(CC1(CC1)C)(N)C)C(F)F)F 1-((2',6-bis(difluoromethyl)-[2,4'-bipyridyl]-5-yl)oxy)-2-methyl-3-(1-methylcyclopropyl)propan-2-amine